Br[C@@H](C(=O)NC1=CC(=C(C(=O)N)C=C1)F)C 4-{[(2R)-2-bromopropionyl]amino}-2-fluorobenzamide